propylphthalimide C(CC)C1=C2C(C(=O)NC2=O)=CC=C1